8-hydroxy-4-methoxy-2,6,8-trimethyl-6,8-dihydro-7H-pyrrolo[2,3-g]quinazolin-7-one OC1(C(N(C=2C=C3C(=NC(=NC3=CC21)C)OC)C)=O)C